4-(3-fluoro-6-iodo-2-methylphenyl)cyclohexan-1-one FC=1C(=C(C(=CC1)I)C1CCC(CC1)=O)C